O=C1OCCN1CCC=O 2-OXO-3-OXAZOLIDINEPROPANAL